C(C)(C)(C)OC(N[C@@H](C[C@H]1C(NCC1)=O)C=O)=O.FC(C1=CC=C(CC2CC3(CN(C3)C(=O)C3CC(C3)(C)O)C2)C=C1)F (6-(4-(difluoromethyl)benzyl)-2-azaspiro[3.3]hept-2-yl)((1s,3s)-3-hydroxy-3-methylcyclobutyl)methanone tert-butyl-N-[(1S)-1-formyl-2-[(3S)-2-oxopyrrolidin-3-yl]ethyl]carbamate